N-(4-methyl-3-(2-((6-methylpyridin-3-yl)amino)-8,9-dihydroimidazo[1',2':1,6]pyrido[2,3-d]pyrimidin-6-yl)phenyl)-4-(trifluoromethyl)picolinamide CC1=C(C=C(C=C1)NC(C1=NC=CC(=C1)C(F)(F)F)=O)C1=CC2=C(N=C(N=C2)NC=2C=NC(=CC2)C)N2C1=NCC2